(3-(cyclopropylmethyl)-1-(4-isobutoxybenzyl)-1H-pyrazol-5-yl)-1-methylpiperidine C1(CC1)CC1=NN(C(=C1)C1N(CCCC1)C)CC1=CC=C(C=C1)OCC(C)C